5-bromo-2-cyanophenyl 3-[4-(5-chloro-4-methylthiazol-2-yl)-1H-1,2,3-triazol-1-yl]-3-deoxy-2-O-methyl-1-thio-alpha-D-galactopyranoside ClC1=C(N=C(S1)C=1N=NN(C1)[C@@H]1[C@H]([C@@H](SC2=C(C=CC(=C2)Br)C#N)O[C@@H]([C@@H]1O)CO)OC)C